C(C)(C)(C)OC(=O)N1CCN(CC1)C=1C=CC=2N(C1)C(=C(N2)CC)NC 4-(2-Ethyl-3-methylamino-imidazo[1,2-a]pyridin-6-yl)-piperazine-1-carboxylic acid tert-butyl ester